9-(1-acryloyl-1,2,3,6-tetrahydropyridin-4-yl)-3-(3,4-dichloro-2-fluorophenyl)-8-methoxy-1-methyl-1H-pyrimido[4,5,6-de]quinazolin-2(3H)-one C(C=C)(=O)N1CCC(=CC1)C=1C(=CC=2C3=C(N(C(N(C13)C)=O)C1=C(C(=C(C=C1)Cl)Cl)F)N=CN2)OC